C(CCCCCCCCCCCCCCCCC)(=O)OCC(C)OC(CCCCCCCCCCCCCCCCC)=O propyleneglycol distearate